COC(C(C)OC1=CC=C(C=C1)Cl)=O 2-(4-chloro-phenoxy)-propionic acid methyl ester